2-[4-(4-aminophenoxy)phenyl]-2-[4-(4-aminophenoxy)-3-methylphenyl]Propane NC1=CC=C(OC2=CC=C(C=C2)C(C)(C)C2=CC(=C(C=C2)OC2=CC=C(C=C2)N)C)C=C1